N-(3-chloro-4-fluorophenyl)-4-(3-methylureido)-2-tosyl-2,4,5,6-tetrahydrocyclopenta[c]pyrrole-1-carboxamide ClC=1C=C(C=CC1F)NC(=O)C=1N(C=C2C1CCC2NC(=O)NC)S(=O)(=O)C2=CC=C(C)C=C2